C1(=CC=CC=C1)P(C1=CC=C2C=3C=CC(=CC3C3(C2=C1)C1=CC=CC=C1C=1C=CC=CC13)B1OC(C(O1)(C)C)(C)C)(C1=CC=CC=C1)=O diphenyl-(2-(4,4,5,5-tetramethyl-1,3,2-dioxaborolan-2-yl)-9,9'-spirobifluoren-7-yl)phosphine oxide